ClC=1C(=NC=CC1)OC=1C=NC(=CC1)C(F)(F)F 3-chloro-2-((6-(trifluoromethyl)pyridin-3-yl)oxy)pyridine